O=C1N(C(CC1)=O)OC(=O)C1COC1 Oxetane-3-carboxylic acid (2,5-dioxopyrrolidin-1-yl) ester